C[C@]1(O)[C@H](OC(C)=O)[C@@H](O)[C@H](OC(C)=O)[C@H](O1)C(=O)OC1=CC=C(C=C1)CCN=[N+]=[N-] 4-(2-Azidoethyl)phenyl (methyl 2,4-di-O-acetyl-β-D-glucopyranuronate)